(S)-2-(2,5-difluoro-4-(6-((4-fluoro-6-((1-methyl-1H-pyrazol-4-yl)ethynyl)pyridin-3-yl)methoxy)pyridin-2-yl)benzyl)-1-(oxetan-2-ylmethyl)-1H-benzo[d]imidazole-6-carboxylic acid FC1=C(CC2=NC3=C(N2C[C@H]2OCC2)C=C(C=C3)C(=O)O)C=C(C(=C1)C1=NC(=CC=C1)OCC=1C=NC(=CC1F)C#CC=1C=NN(C1)C)F